COC1=C(C=C2C(=NC=NC2=C1)NC1=C(C=CC(=C1)C=1C=NC=CC1)OC)OC1CN(C1)C(C=C)=O 1-(3-((7-methoxy-4-((2-methoxy-5-(pyridin-3-yl)phenyl)amino)quinazolin-6-yl)oxy)azetidin-1-yl)prop-2-en-1-one